(S)-pyroglutamic acid N1[C@@H](CCC1=O)C(=O)O